(3'R)-2-[6-amino-5-(difluoromethoxy)pyridin-3-yl]-N-[(1R)-1-phenylethyl]-6,7-dihydrospiro[pyrazolo[5,1-c][1,4]oxazine-4,3'-pyrrolidine]-1'-carboxamide NC1=C(C=C(C=N1)C1=NN2C(=C1)[C@@]1(CN(CC1)C(=O)N[C@H](C)C1=CC=CC=C1)OCC2)OC(F)F